COC1=CC=C(COC2=CC=C(C(=N2)C=2C=CC=C3C(=CN(C23)CCCOC2OCCCC2)C(=O)C2=CC(=C(C(=C2)F)F)F)C(F)(F)F)C=C1 (7-(6-((4-methoxybenzyl)oxy)-3-(trifluoromethyl)pyridin-2-yl)-1-(3-((tetrahydro-2H-pyran-2-yl)oxy)propyl)-1H-indol-3-yl)(3,4,5-trifluorophenyl)methanone